(3-cyclopentyl)-propane-1,2-dione C1CC(CC1)C(C(C)=O)=O